(R)-(3-([1,1'-biphenyl]-2-ylethynyl)-1H-indazol-5-yl)(5-methyl-2,7-diazaspiro[3.5]nonan-2-yl)methanone C1(=C(C=CC=C1)C#CC1=NNC2=CC=C(C=C12)C(=O)N1CC2(C1)[C@H](CNCC2)C)C2=CC=CC=C2